(3R)-5-({1-[(aminomethyl)amino]-2-oxovinyl}amino)-3-{2-[(pyrrolidin-1-yl)methyl]-1H-indol-3-yl}-2,3-dihydro-1H-isoindol-1-one NCNC(=C=O)NC=1C=C2[C@@H](NC(C2=CC1)=O)C1=C(NC2=CC=CC=C12)CN1CCCC1